N1(N=CN=C1)C(=O)N1[C@H](CC1)CN1N=C(C=2C1=NC=NC2N)C2=CC=C(CNC(C1=C(C=CC(=C1)F)OC)=O)C=C2 (R)-N-(4-(1-((1-(1H-1,2,4-triazole-1-carbonyl)azetidin-2-yl)methyl)-4-amino-1H-pyrazolo[3,4-d]pyrimidin-3-yl)benzyl)-5-fluoro-2-methoxybenzamide